Methyl 6-chloro-3-[[(1R)-1-[3,6-dimethyl-2-(2-methylthiazolo[5,4-b]pyridin-5-yl)-4-oxo-chromen-8-yl]ethyl]amino]pyridine-2-carboxylate ClC1=CC=C(C(=N1)C(=O)OC)N[C@H](C)C=1C=C(C=C2C(C(=C(OC12)C1=CC=C2C(=N1)SC(=N2)C)C)=O)C